CC(C(C(=O)O)=O)C 3-METHYL-2-OXOBUTYRIC ACID